tert-butyl 4-[(5-bromo-2-thienyl)sulfonyl]piperazine-1-carboxylate BrC1=CC=C(S1)S(=O)(=O)N1CCN(CC1)C(=O)OC(C)(C)C